1,2-phenylene diacetate 2,2,2-trifluoroacetate FC(C(=O)O)(F)F.C(C)(=O)OC1=C(C=CC=C1)OC(C)=O